(S)-N-(1-(2-(1,1-difluoroethyl)-6-methylpyrimidin-4-yl)-3-(3-(dimethylamino)-3-methylpyrrolidin-1-yl)-1H-pyrazolo[4,3-C]pyridin-6-yl)propionamide FC(C)(F)C1=NC(=CC(=N1)N1N=C(C=2C=NC(=CC21)NC(CC)=O)N2C[C@@](CC2)(C)N(C)C)C